methyl (E)-5-(5-benzoyl-1-(4-(((tert-butoxycarbonyl)(methyl)amino) methyl)phenyl)-1,9-dioxo-10-oxa-2,5,8-triazatridec-12-en-13-yl)-2-nitrobenzoate C(C1=CC=CC=C1)(=O)N(CCNC(=O)C1=CC=C(C=C1)CN(C)C(=O)OC(C)(C)C)CCNC(OC\C=C\C=1C=CC(=C(C(=O)OC)C1)[N+](=O)[O-])=O